N1=C(N=CC=C1)N1N=C(C=C1N)C(F)(F)F 2-pyrimidin-2-yl-5-(trifluoromethyl)pyrazol-3-amine